Cl.FC1=CC=C(C=C1)C1(CCOC2(CCCC2)C1)CCNCC1=C(C=CC=C1)C1=CC=NC=C1 2-(9-(4-fluorophenyl)-6-oxaspiro[4.5]decan-9-yl)-N-(2-(pyridin-4-yl)benzyl)ethylamine monohydrochloride